1-(4-(tert-butyl)phenyl)ethyl 4-(6-(1-methyl-1H-pyrazol-4-yl)pyrazolo[1,5-a]pyridin-3-yl)piperazine-1-carboxylate CN1N=CC(=C1)C=1C=CC=2N(C1)N=CC2N2CCN(CC2)C(=O)OC(C)C2=CC=C(C=C2)C(C)(C)C